Cl.NC(C(=O)N1CCN(CC1)C(=O)NC1=NC(N(C=C1)C1=CC(=C(C=C1)CN(CC)[C@@H]1CC[C@H](CC1)N)OC)=O)(C)C 4-(2-Amino-2-methylpropanoyl)-N-(1-(4-(((trans-4-aminocyclohexyl)(ethyl)amino)methyl)-3-methoxyphenyl)-2-oxo-1,2-dihydropyrimidin-4-yl)piperazine-1-carboxamide hydrochloride salt